siloxydopamine [SiH3]ONCCC1=CC(O)=C(O)C=C1